4-(1-chloropropyl)-1-(2,4-difluorophenyl)-5-methyl-1H-1,2,3-triazole ClC(CC)C=1N=NN(C1C)C1=C(C=C(C=C1)F)F